ClC1=NC=CC(=N1)C1=CNC2=C(C=CC=C12)NC([C@@H](C)N1CCN(CC1)C)=O (2R)-N-[3-(2-chloropyrimidin-4-yl)-1H-indol-7-yl]-2-(4-methylpiperazin-1-yl)propanamide